1-(1-(3-carboxypropyl)-1H-pyrazol-4-yl)-6-chloro-2-cyclopropyl-7-fluoro-1H-indole C(=O)(O)CCCN1N=CC(=C1)N1C(=CC2=CC=C(C(=C12)F)Cl)C1CC1